C(C)(C)(C)OC(=O)N1C2COC(C1)(C2)C(=O)O 5-tert-butoxycarbonyl-2-oxa-5-azabicyclo[2.2.1]heptane-1-carboxylic acid